C(#N)[C@@]1(COCC2=CC=C(C=C12)C(=O)NCC1=NC=CC(=C1)C1CC(C1)C1=NC(=CC=C1)N1CCOCC1)C (R)-4-cyano-4-methyl-N-((4-((1r,3R)-3-(6-morpholinopyridin-2-yl)cyclobutyl)pyridin-2-yl)methyl)isochromane-6-carboxamide